(6-(4-ethynyl-2-hydroxyphenyl)-5-methylpyridazin-3-yl)-2-(isobutylamino)acetamide C(#C)C1=CC(=C(C=C1)C1=C(C=C(N=N1)C(C(=O)N)NCC(C)C)C)O